CN1CC(CC1)C1=NC=CC(=C1[N+](=O)[O-])N (1-methylpyrrolidin-3-yl)-3-nitropyridin-4-amine